C(CC#C)NC1=CC=NC2=C(C=CC=C12)OC N-(but-3-yn-1-yl)-8-methoxyquinolin-4-amine